2-Ethoxy-8-(6-methoxypyridin-3-yl)-6-(2-methyl-2H-indazol-5-yl)pteridine C(C)OC1=NC=2N(CC(=NC2C=N1)C1=CC2=CN(N=C2C=C1)C)C=1C=NC(=CC1)OC